C1(=CC=CC=C1)C1=C2C=CC=CC2=C(C2=CC=CC=C12)OCCO 2-((10-phenylanthracene-9-yl)oxy)ethan-1-ol